COC1CCN(CC1)C=1N=NC=C(N1)N 3-(4-methoxypiperidin-1-yl)-1,2,4-triazin-5-amine